C(C)(C)(C)OC(=O)NCCCOC1=CC=C(C=C1)C(C)(C)C1=CC=C(OCC=2OC=C(N2)C(=O)OC)C=C1 methyl 2-((4-(2-(4-(3-((tert-butoxycarbonyl)amino) propoxy)phenyl)propan-2-yl)phenoxy)methyl)oxazol-4-carboxylate